C(C)C=1N=CN(C1)C1=CCC2C3CC=C4C[C@H](CC[C@@]4(C3CC[C@]12C)C)N (3S,10R,13S)-17-(4-Ethyl-1H-imidazol-1-yl)-10,13-dimethyl-2,3,4,7,8,9,10,11,12,13,14,15-dodecahydro-1H-cyclopenta[a]phenanthren-3-amine